2-benzyl-6-(4-(diethylamino)phenyl)-8-(2-(pyridin-4-yl)ethyl)imidazo[1,2-a]pyrazin-3(7H)-one C(C1=CC=CC=C1)C1=NC=2N(C=C(NC2CCC2=CC=NC=C2)C2=CC=C(C=C2)N(CC)CC)C1=O